COC1C(CCC1)N[C@H]1[C@@H](CCCC1)OC=1C=C2CN(C(C2=CC1)=O)C1C(NC(CC1)=O)=O 3-(5-(((1R,2R)-2-((2-methoxycyclopentyl)amino)cyclohexyl)oxy)-1-oxoisoindolin-2-yl)piperidine-2,6-dione